ClC=1N=C(C2=C(N1)C(=C(N=C2)Cl)F)N2CC(CCC2)C(=O)OC Methyl 1-(2,7-dichloro-8-fluoropyrido[4,3-d]pyrimidin-4-yl)piperidine-3-carboxylate